1-(4-iodophenyl)-1H-pyrazole-4-amine IC1=CC=C(C=C1)N1N=CC(=C1)N